ethyl 2-((4-fluoro-2-methylphenyl)-amino)-4-(methyl-sulfonyl)benzoate FC1=CC(=C(C=C1)NC1=C(C(=O)OCC)C=CC(=C1)S(=O)(=O)C)C